1-(4-(1-(cyclopentyl(pyridin-2-yl)methyl)-5-(3,5-dimethylisoxazol-4-yl)-1H-pyrrolo[2,3-b]pyridin-3-yl)-1H-pyrazol-1-yl)-2-methylpropan-2-ol C1(CCCC1)C(N1C=C(C=2C1=NC=C(C2)C=2C(=NOC2C)C)C=2C=NN(C2)CC(C)(O)C)C2=NC=CC=C2